tert-butyl 6-((5-chloro-3-methylpyrazin-2-yl)sulfonyl)-2,6-diazaspiro[3.3]heptane-2-carboxylate ClC=1N=C(C(=NC1)S(=O)(=O)N1CC2(CN(C2)C(=O)OC(C)(C)C)C1)C